rac-N-(3-((R)-2-amino-3-guanidinopropanamido)-2-methylpropyl)-4-((3-(2,3-difluoro-4-methoxyphenyl)imidazo[1,2-a]pyrazin-8-yl)amino)-2-ethylbenzamide diformate C(=O)O.C(=O)O.N[C@@H](C(=O)NC[C@@H](CNC(C1=C(C=C(C=C1)NC=1C=2N(C=CN1)C(=CN2)C2=C(C(=C(C=C2)OC)F)F)CC)=O)C)CNC(=N)N |&1:12|